C(C)(C)C=1C(=NNC1C=1C=C(C=2N(C1)N=CN2)C)C=2N=CC(=NC2)N 5-(4-isopropyl-5-(8-methyl-[1,2,4]triazolo[1,5-a]pyridin-6-yl)-1H-pyrazol-3-yl)pyrazin-2-amine